FC(C(=O)N1CC(C1)N1N=C(C=2C1=NC=CC2)C=2C=NC(=C(C2)F)C(F)(F)F)=C 2-fluoro-1-(3-(3-(5-fluoro-6-(trifluoromethyl)pyridin-3-yl)-1H-pyrazolo[3,4-b]pyridin-1-yl)azetidin-1-yl)prop-2-en-1-one